NC1=NC(=NS1)/C(/C(=O)OC)=N/OC(C1=CC=CC=C1)(C1=CC=CC=C1)C1=CC=CC=C1 methyl (Z)-2-(5-amino-1,2,4-thiadiazol-3-yl)-2-((trityloxy)imino)acetate